C(C=C)N1C(N(C(N(C1=O)CC=CC1=CC=CC=C1)=O)CC=C)=O 1,3-diallyl-5-(3-phenyl-allyl)-[1,3,5]triazine-2,4,6-trione